[SnH3]SSS[SnH3] distannyl trisulfide